3-bromo-2-((4-chloro-2-fluorobenzyl)oxy)-5,8-dihydro-1,7-naphthyridine-7(6H)-carboxylic acid tert-butyl ester C(C)(C)(C)OC(=O)N1CCC=2C=C(C(=NC2C1)OCC1=C(C=C(C=C1)Cl)F)Br